NC1=NC=2C=NC(=CC2C2=C1[C@H](OC2)C)C(=O)N2[C@H](COCC2)C2=CC=C(C=C2)S(F)(F)(F)(F)F ((3R)-4-amino-3-methyl-1,3-dihydrofuro[3,4-c][1,7]naphthyridin-8-yl)((3S)-3-(4-(pentafluoro-lambda~6~-sulfanyl)phenyl)-4-morpholinyl)methanone